5-(8-(3-acrylamidophenyl)quinazolin-6-yl)-N-(3-(trifluoromethyl)phenyl)pyridinecarboxamide C(C=C)(=O)NC=1C=C(C=CC1)C=1C=C(C=C2C=NC=NC12)C=1C=CC(=NC1)C(=O)NC1=CC(=CC=C1)C(F)(F)F